ethyl 2-oxo-2-(1-(phenylsulfonyl)-1H-pyrrolo[3,2-c]pyridin-2-yl)acetate O=C(C(=O)OCC)C1=CC=2C=NC=CC2N1S(=O)(=O)C1=CC=CC=C1